(2s,4s)-2-(4-(4-(pentafluoro-lambda6-sulfanyl)phenyl)piperidine-1-carbonyl)-7-oxa-5-azaspiro[3.4]octan-6-one FS(C1=CC=C(C=C1)C1CCN(CC1)C(=O)C1CC2(C1)NC(OC2)=O)(F)(F)(F)F